BrCC1=[N+](C2=CC=C(C=C2[N+](=C1CBr)[O-])OCC)[O-] 2,3-bis(bromomethyl)-6-ethoxyquinoxaline 1,4-dioxide